(2R,3R,11bR)-3-(tert-butoxy)-10-methoxy-9-(spiro[3.3]hept-2-yloxy)-1,3,4,6,7,11b-hexahydro-2H-pyrido[2,1-a]isoquinolin-2-ol C(C)(C)(C)O[C@H]1[C@@H](C[C@H]2N(CCC3=CC(=C(C=C23)OC)OC2CC3(C2)CCC3)C1)O